tert-butyl (2R)-2-[4-(5-cyano-2-pyridyl)piperazine-1-carbonyl]morpholine-4-carboxylate C(#N)C=1C=CC(=NC1)N1CCN(CC1)C(=O)[C@H]1CN(CCO1)C(=O)OC(C)(C)C